CC1(C2C3C4C=CC(C3C(C1)C2)C4)CC(=O)O 8-methyl-8-carboxymethyl-tetracyclo[4.4.0.12,5.17,10]-3-dodecene